O1CCN(CC1)C1=NC(=C2N=CN(C2=N1)/N=C/C=1C=NC=CC1)NC=1C=C(C=CC1)C (E)-2-morpholino-9-((pyridin-3-ylmethylene)amino)-N-(m-tolyl)-9H-purin-6-amine